1-(3-chlorophenyl)-3-(4-chlorophenyl)urea ClC=1C=C(C=CC1)NC(=O)NC1=CC=C(C=C1)Cl